(2R,4S)-N-[1-(3-cyclopropyl-1,2,4-oxadiazol-5-yl)-2-methyl-propyl]-1-[(2R)-2-(4-cyclopropyltriazol-1-yl)-3,3-dimethyl-butanoyl]-4-hydroxy-pyrrolidine-2-carboxamide C1(CC1)C1=NOC(=N1)C(C(C)C)NC(=O)[C@@H]1N(C[C@H](C1)O)C([C@@H](C(C)(C)C)N1N=NC(=C1)C1CC1)=O